[N+](=O)([O-])C=1C=C(C=CC1N1CCCC1)C(=O)C1=CC=C(C=C1)OCCN1CCCC1 (3-nitro-4-(pyrrolidin-1-yl)phenyl)(4-(2-(pyrrolidin-1-yl)ethoxy)phenyl)methanone